NC1=C(C=C2C(C(=CN(C2=C1)C1CC1)CN(CC1=CC(=NC=C1)C)[C@@H]1CN(CCC1)C=1C=NC(=CC1)C)=O)F 7-amino-1-cyclopropyl-6-fluoro-3-({[(3S)-1-(6-methylpyridin-3-yl)piperidin-3-yl][(2-methylpyridin-4-yl)methyl]amino}methyl)-1,4-dihydroquinolin-4-one